FC1(C(CN(CC1)C1=NC=2CC(CCC2C=C1C(=O)N)C)C)F 2-(4,4-difluoro-3-methylpiperidin-1-yl)-7-methyl-5,6,7,8-tetrahydroquinoline-3-carboxamide